sodium perfluoro-1-dodecanesulfonate FC(C(C(C(C(C(C(C(C(C(C(C(F)(F)F)(F)F)(F)F)(F)F)(F)F)(F)F)(F)F)(F)F)(F)F)(F)F)(F)F)(S(=O)(=O)[O-])F.[Na+]